ClC1=C(C=CC=C1Cl)C1=NNC2=NC(=CN=C21)N2CCC(CC2)(C)NCC=2C=C1C(N(C(C1=CC2)=O)C2C(NC(CC2)=O)=O)=O 5-(((1-(3-(2,3-dichlorophenyl)-1H-pyrazolo[3,4-b]pyrazin-6-yl)-4-methylpiperidin-4-yl)amino)methyl)-2-(2,6-dioxopiperidin-3-yl)isoindoline-1,3-dione